(R)-7-((1-(6-cyanopyridazin-3-yl)-3,3-dimethylpiperidin-4-yl)amino)-2-(6-fluoropyridin-3-yl)pyrazolo[1,5-a]pyrimidine-6-carboxamide C(#N)C1=CC=C(N=N1)N1CC([C@@H](CC1)NC1=C(C=NC=2N1N=C(C2)C=2C=NC(=CC2)F)C(=O)N)(C)C